4-((7-methoxyquinolin-4-yl)oxy)-N'-(4-(pyridin-4-yl)phenyl)benzenesulfonimidamide COC1=CC=C2C(=CC=NC2=C1)OC1=CC=C(C=C1)S(=O)(N)=NC1=CC=C(C=C1)C1=CC=NC=C1